CP(=O)(C)C1=C(C=C(C=C1)C)NC1=NC(=NC=C1C(F)(F)F)NC1CNCCC1 N4-[2-(dimethylphosphoryl)-5-methylphenyl]-N2-(piperidin-3-yl)-5-(trifluoromethyl)pyrimidine-2,4-diamine